NC1=CC(=C(C=C1OC)N1CCC(CC1)N1CCN(CC1)CC1CCN(CC1)C=1C=CC(=NC1)C(=O)NC1C(NC(CC1)=O)=O)C=1C=NN(C1)C 5-(4-((4-(1-(4-amino-5-methoxy-2-(1-methyl-1H-pyrazol-4-yl)phenyl)piperidin-4-yl)piperazin-1-yl)methyl)piperidin-1-yl)-N-(2,6-dioxopiperidin-3-yl)picolinamide